FC1=C(C=C2C(=NNC2=C1)CCN1C(CC1)C)OC 6-fluoro-5-methoxy-3-(2-(2-methylazetidin-1-yl)ethyl)-1H-indazole